6-(methylthio)-5-nitropyridine-3-carbaldehyde CSC1=C(C=C(C=N1)C=O)[N+](=O)[O-]